(S)-2-((4-(6-((4-(cyclopropanecarbonyl)-2-Fluoro-6-methoxybenzyl)oxy)pyridin-2-yl)piperidin-1-yl)methyl)-1-(oxetan-2-ylmethyl)-1H-Benzo[d]imidazole-6-carboxylic acid methyl ester COC(=O)C=1C=CC2=C(N(C(=N2)CN2CCC(CC2)C2=NC(=CC=C2)OCC2=C(C=C(C=C2OC)C(=O)C2CC2)F)C[C@H]2OCC2)C1